methyl 2-((4-fluoro-2-methylphenyl)-amino)-6-methyl-nicotinate FC1=CC(=C(C=C1)NC1=C(C(=O)OC)C=CC(=N1)C)C